(1aRS,7bSR)-5-{2-[(Z)-3-(azetidin-1-yl)prop-1-enyl]-4-fluorobenzene-sulfonylamino}-1,1a,2,7b-tetrahydro-cyclopropa[c]benzopyran-4-carboxylic acid N1(CCC1)C\C=C/C1=C(C=CC(=C1)F)S(=O)(=O)NC1=C(C2=C([C@@H]3[C@H](CO2)C3)C=C1)C(=O)O |r|